6-(2-(1H-tetrazol-5-yl)phenyl)-N2-benzyl-N4-(5-methyl-1,3,4-thiadiazol-2-yl)-N2-propylpyridine-2,4-diamine N1N=NN=C1C1=C(C=CC=C1)C1=CC(=CC(=N1)N(CCC)CC1=CC=CC=C1)NC=1SC(=NN1)C